C(CC=C)N(S(=O)(=O)C[C@@H]1C[C@@H](C1)NC1=C2C(=NC=C1C#N)NC=C2)C N-(but-3-en-1-yl)-1-((cis)-3-((5-cyano-1H-pyrrolo[2,3-b]pyridin-4-yl)amino)cyclobutyl)-N-methylmethanesulfonamide